C(C=CC)(=O)OC(C=CC)=O 2-butenoyl oxide